C[C@H]1CC[C@H](CN1C(CC=1C=NC=CC1)=O)C(=O)[O-].[Na+] Sodium (3R,6S)-6-methyl-1-(2-(pyridin-3-yl)acetyl)piperidine-3-carboxylate